OCC(=O)C1=CC=C(C=C1)C 2-hydroxy-1-(4-methylphenyl)ethanone